N[C@@H]1[C@H](CCCC1)NC1=NC2=C(C=C(C=C2C=N1)C1=CC=C2C(=NC=NN21)NS(=O)(=O)C2=C(C=CC=C2)Cl)CC N-(7-(2-(((1S,2S)-2-aminocyclohexyl)amino)-8-ethylquinazolin-6-yl)pyrrolo[2,1-f][1,2,4]triazin-4-yl)-2-chlorobenzenesulfonamide